Cl.C(C1=CC=CC=C1)N(CCCl)CCCl Benzylbis(2-chloroethyl)amine hydrochloride